C(C)(C)[Si](C(C)C)(C(C)C)C#CC1=CC=C(C=C1)CC(=O)O 2-(4-((triisopropylsilyl)ethynyl)phenyl)acetic acid